1-(4-(5-(difluoromethyl)-1,3,4-oxadiazol-2-yl)-2-fluorobenzyl)-3-(oxetan-3-yl)-1,3-dihydro-2H-benzo[d]imidazol-2-one FC(C1=NN=C(O1)C1=CC(=C(CN2C(N(C3=C2C=CC=C3)C3COC3)=O)C=C1)F)F